5-((3-(2-(((2-Chloro-[1,1'-biphenyl]-4-yl)methyl)amino)ethyl)phenethyl)amino)benzo[c][2,6]naphthyridine-8-carboxamide ClC1=C(C=CC(=C1)CNCCC=1C=C(CCNC2=NC3=C(C4=CN=CC=C24)C=CC(=C3)C(=O)N)C=CC1)C1=CC=CC=C1